(1aR,5aR)-2-(2,4-Difluoro-phenyl)-1a,2,5,5a-tetrahydro-1H-2,3-diaza-cyclopropa[a]pentalene-4-carboxylic acid (1-pyridin-4-yl-cyclopropyl)-amide N1=CC=C(C=C1)C1(CC1)NC(=O)C=1C=2C[C@@H]3[C@H](C2N(N1)C1=C(C=C(C=C1)F)F)C3